1-ethyl-8-(1-(oxetan-3-yl)-1H-pyrazolo[3,4-b]pyrazin-6-yl)-3-(4-(trifluoromethyl)phenyl)-1,3,8-triazaspiro[4.5]decane-2,4-dione C(C)N1C(N(C(C12CCN(CC2)C2=CN=C1C(=N2)N(N=C1)C1COC1)=O)C1=CC=C(C=C1)C(F)(F)F)=O